COCC1(CCC(CC1)C=1C(=NN2C1COCC2)CN(CCNC)C)COC N1-((3-(4,4-bis(methoxymethyl)cyclohexyl)-6,7-dihydro-4H-pyrazolo[5,1-c][1,4]oxazin-2-yl)-methyl)-N1,N2-dimethylethane-1,2-diamine